Cl.ClC1=CC=C(C=C1)C(N1[C@@H](CN[C@H](C1)C)C)C1CC(C1)(F)F (2R,5S)-1-((4-Chlorophenyl)(3,3-difluorocyclobutyl)methyl)-2,5-dimethylpiperazine hydrochloride